ClC1=NC=2N(C(=C1)Cl)N=CN2 5,7-dichloro-[1,2,4]triazolo[1,5-a]pyrimidine